1,8-diazabicyclo[5.4.0]-7-undecenium phthalate C(C=1C(C(=O)[O-])=CC=CC1)(=O)[O-].[NH+]12CCCCCC2=NCCC1.[NH+]12CCCCCC2=NCCC1